(S)-N-(3-(2-(3,6-dihydro-2H-pyran-4-yl)-6-(((R)-2-hydroxypropyl)amino)pyridin-4-yl)-4-methylphenyl)-3-(2,2,2-trifluoroethyl)pyrrolidine-1-carboxamide O1CCC(=CC1)C1=NC(=CC(=C1)C=1C=C(C=CC1C)NC(=O)N1C[C@@H](CC1)CC(F)(F)F)NC[C@@H](C)O